(1-(2,6-dioxopyridin-3-yl)-3-methyl-1H-indazol-4-yl)methan O=C1NC(C=CC1N1N=C(C2=C(C=CC=C12)C)C)=O